4-(3-bromo-5-isobutylpyrazol-1-yl)-2-isopropylpyridine BrC1=NN(C(=C1)CC(C)C)C1=CC(=NC=C1)C(C)C